[Cl-].C(=O)(C(=C)C)NCC[N+]1=CC(=CC=C1)I 1-(2-Methacrylaminoethyl)-3-iodopyridinium chloride